(7-(benzo[D][1,3]dioxol-5-yl)benzo[D]thiazol-2-yl)pyrrolidine-3-carboxamide O1COC2=C1C=CC(=C2)C2=CC=CC=1N=C(SC12)N1CC(CC1)C(=O)N